N,N'-bis-(4-aminomethyl-cyclohexyl)-terephthalamide NCC1CCC(CC1)NC(C1=CC=C(C(=O)NC2CCC(CC2)CN)C=C1)=O